C(C)(C)(C)C1N(CCC(C1)C1=CC(=C(C=C1)O)F)C(=O)OC1=C(C=C(C=C1)C1CCNCC1)F 2-Fluoro-4-(piperidin-4-yl)phenol tert-Butyl-4-(3-fluoro-4-hydroxyphenyl)piperidine-1-carboxylate